ClC=1C=C(C(=C(C1)O)C1=NC=2N(C=C1)N=C(N2)N[C@H]2CN(CCC2)CC)C (R)-5-chloro-2-(2-((1-ethylpiperidin-3-yl)amino)-[1,2,4]triazolo[1,5-a]pyrimidin-5-yl)-3-methylphenol